ClC1=CC=C(C=C1)S(=O)(=O)C1(CC(C1)(C)NS(=O)(=O)C(F)(F)F)C1=C(C=CC(=C1)F)F N-[cis-3-[(4-chlorophenyl)sulfonyl]-3-(2,5-difluorophenyl)-1-methylcyclobutyl]-1,1,1-trifluoromethanesulfonamide